OC=1C(=C2C(=C(N(C2=CC1)C1=CC=CC=C1)C1=CC=C(C=C1)OC)C(C)=O)CN1CCCCC1 (5-hydroxy-2-(4-methoxyphenyl)-1-phenyl-4-(piperidin-1-ylmethyl)-1H-indol-3-yl)ethan-1-one